CC1(N=C(OC1=O)C=C)C 4,4-dimethyl-2-vinyloxazol-5(4H)-one